N-(3-chlorobenzyl)-2-(3-(6-(difluoromethoxy)pyridin-3-yl)-6-oxopyridazin-1(6H)-yl)acetamide ClC=1C=C(CNC(CN2N=C(C=CC2=O)C=2C=NC(=CC2)OC(F)F)=O)C=CC1